N1N=CC=C1C(=O)OC methyl 1H-pyrazole-5-carboxylate